FC1=CC=C(C=C1)N1N=CC2=CC(=CC=C12)N1[C@H]([C@@H](C(C1=O)(C)C)NS(=O)(=O)C)C1=CC=CC=C1 N-((2S,3R)-1-(1-(4-fluorophenyl)-1H-indazol-5-yl)-4,4-dimethyl-5-oxo-2-phenylpyrrolidin-3-yl)methanesulfonamide